6-(1-cyclopropyl-6-fluoro-1H-indol-4-yl)-8-(4-fluoropiperidine-1-carbonyl)-2H,5H,6H-[1,3]dioxolo[4,5-g]isoquinolin-5-one C1(CC1)N1C=CC2=C(C=C(C=C12)F)N1C(C=2C=C3C(=CC2C(=C1)C(=O)N1CCC(CC1)F)OCO3)=O